N-(2-Dimethylaminoethyl)-1,4-bis(aminomethyl)-benzol CN(CCNCC1=CC=C(C=C1)CN)C